NC=1C2=C(N=CN1)N(C=C2C=2SC=CN2)[C@H]2[C@@H]([C@@H]([C@H](C2)C2CCNCC2)O)O (1R,2S,3R,5R)-3-[4-amino-5-(1,3-thiazol-2-yl)pyrrolo[2,3-d]pyrimidin-7-yl]-5-(piperidin-4-yl)cyclopentane-1,2-diol